FCC1(CCC=C(C1)C=O)CF 5,5-bis(fluoromethyl)cyclohex-1-enecarbaldehyde